ClCCN(CC)CC 2-chloro-N,N-diethylethane-1-amine